C(C)(C)[C@@H]1N(C(OC1)=O)C1=NC(=NC=C1)NC(C)C1=NC=C(C=N1)C1=CC(=CC=C1)[N+](=O)[O-] (4S)-4-isopropyl-3-(2-((1-(5-(3-nitrophenyl)pyrimidin-2-yl)ethyl)amino)pyrimidin-4-yl)2-oxazolidinone